O[C@@](CCC)([2H])C1=CC(=C(C=N1)C=1C=2N(C3=CC(=NC=C3C1)NC(C)=O)C=CN2)C |r| Racemic-N-(4-(6-(1-hydroxybutyl-1-d)-4-methylpyridin-3-yl)imidazo[1,2-a][1,6]naphthyridin-8-yl)acetamide